ClC1=C(C=CC(=C1)Cl)C=1C(=NN(C1NC1=C(C=CC=C1)Cl)C)C 4-(2-chloro-4-chlorophenyl)-N-(2-chlorophenyl)-1,3-dimethyl-1H-pyrazol-5-amine